(S)-8-(6-((2-(3-(dimethylamino)pyrrolidin-1-yl)ethoxy)methyl)pyridin-3-yl)-1-isopropyl-3-methyl-1H-imidazo[4,5-c]cinnolin-2(3H)-one CN([C@@H]1CN(CC1)CCOCC1=CC=C(C=N1)C1=CC=2C3=C(N=NC2C=C1)N(C(N3C(C)C)=O)C)C